N1=C(C=CC=C1)N1C=NC2=C1C=C(C=C2)C2=NNC(=C2)NC(C2=CC=C(C=C2)NC2CCN(CC2)C)=O N-(3-(1-(pyridin-2-yl)-1H-benzo[d]imidazol-6-yl)-1H-pyrazol-5-yl)-4-((1-methylpiperidin-4-yl)amino)benzamide